6-(benzyloxy)-7-methoxy-1-{(E)-2-[2-methyl-5-(6-methylpyridazin-4-yl)phenyl]ethenyl}-1,2,3,4-tetrahydroisoquinoline C(C1=CC=CC=C1)OC=1C=C2CCNC(C2=CC1OC)\C=C\C1=C(C=CC(=C1)C1=CN=NC(=C1)C)C